C(CC)OC1=NC(=C(C(=O)OCC)C=C1)C(F)(F)F ethyl 6-propoxy-2-(trifluoromethyl)nicotinate